FC(CN1C(=NC2=NC=C(C=C21)C=2C=CN1N=C(N=CC12)NCC(C)(C)F)C)F 5-(1-(2,2-Difluoroethyl)-2-methyl-1H-imidazo[4,5-b]pyridin-6-yl)-N-(2-fluoro-2-methylpropyl)pyrrolo[2,1-f][1,2,4]triazin-2-amine